7,14-dioxa-10,19,20-triazatetracyclo[13.5.2.12,6.018,21]tricosa-1(20),2(23),3,5,15(22),16,18(21)-heptaen-9-one C=12C=3C=CC=C(OCC(NCCCOC=4C=CC(NN1)=C2C4)=O)C3